N4,N4-dimethyl-N2-[2-(1-piperidyl)phenyl]thiophene-2,4-disulfonamide CN(S(=O)(=O)C=1C=C(SC1)S(=O)(=O)NC1=C(C=CC=C1)N1CCCCC1)C